FC(C1=NN=C(O1)C=1C=CC(=NC1)CN1C(N(C2=CC=C(C=C2C1=O)F)C)=O)F 3-((5-(5-(difluoromethyl)-1,3,4-oxadiazole-2-yl)pyridine-2-yl)methyl)-6-fluoro-1-methylquinazoline-2,4(1H,3H)-dione